ClC1=CC=C2C(=C(C(N(C2=C1)C1=CC=CC=C1)=O)C#N)O 7-chloro-4-hydroxy-2-oxo-1-phenyl-1,2-dihydroquinolin-3-carbonitrile